(cis)-ethyl 4-(2-bromo-3,4-difluorophenyl)-6-(1-((3-(tert-butoxycarbonyl)cyclobutyl)sulfonyl)piperidin-4-yl)-2-(thiazol-2-yl)-1,4-dihydropyrimidine-5-carboxylate BrC1=C(C=CC(=C1F)F)C1N=C(NC(=C1C(=O)OCC)C1CCN(CC1)S(=O)(=O)[C@@H]1C[C@@H](C1)C(=O)OC(C)(C)C)C=1SC=CN1